1-hexadecanoyl-2-(13Z,16Z-docosadienoyl)-glycero-3-phospho-(1'-sn-glycerol) CCCCCCCCCCCCCCCC(=O)OC[C@H](COP(=O)(O)OC[C@H](CO)O)OC(=O)CCCCCCCCCCC/C=C\C/C=C\CCCCC